FC1=CC=C(C=C1)CC1=C2C(=C(C(NC2=NC=C1)=O)C(=O)NC1CCC(CC1)C)O 5-(4-fluorophenylmethyl)-4-hydroxy-N-((1r,4r)-4-methylcyclohexyl)-2-oxo-1,2-dihydro-1,8-naphthyridine-3-carboxamide